di(2-pyridyl)phosphole N1=C(C=CC=C1)C1=C(PC=C1)C1=NC=CC=C1